ClC=1C(=CN(C(C1)=O)C1CC(C1)(F)F)C(=O)NC1=NN(C=C1F)CC1=CC=C(C=C1)OC 4-chloro-1-(3,3-difluorocyclobutyl)-N-{4-fluoro-1-[(4-methoxyphenyl)methyl]-1H-pyrazol-3-yl}-6-oxo-1,6-dihydropyridine-3-carboxamide